FC=1C=C2C(=CNC(C2=CC1F)=O)C(C)N(C(=O)C=1NC2=CC=CC=C2C1)CCCO N-(1-(6,7-Difluoro-1-oxo-1,2-dihydroisoquinolin-4-yl)ethyl)-N-(3-hydroxypropyl)-1H-indole-2-carboxamide